ClC1=CC=C(C=C1)S(=O)(=O)NC=1C(=NN(C1C(=O)OC)C)C1CCC2(OCCO2)CC1 methyl 4-((4-chlorophenyl) sulfonamido)-1-methyl-3-(1,4-dioxaspiro[4.5]decan-8-yl)-1H-pyrazole-5-carboxylate